6-fluoro-N-methyl-5-(piperazin-1-yl)picolinamide FC1=C(C=CC(=N1)C(=O)NC)N1CCNCC1